OC(CNC(CCCC(=O)[O-])=O)CO 5-(2,3-dihydroxypropylamino)-5-oxopentanoate